OC1=CC=C(OC(C(=O)[O-])C)C=C1 4-hydroxy-phenoxypropionate